1,2-dimethyloxylethane COCCOC